FC=1C=C(C=CC1)C1=NN(C2=CC(=CC=C12)C(=O)OC)C methyl 3-(3-fluorophenyl)-1-methyl-1H-indazole-6-carboxylate